3,7,11,15-tetramethyl-hexadecane-2-ene CC(=CC)CCCC(CCCC(CCCC(C)C)C)C